Aminoazetidine-1-carboxylic acid tert-butyl ester C(C)(C)(C)OC(=O)N1C(CC1)N